1-((1S,3R)-5-bromo-3-(((tert-butyldimethylsilyl)oxy)methyl)-1-methyl-3,4-dihydroisoquinolin-2(1H)-yl)-2-(2,3-difluorophenyl)ethan-1-one BrC1=C2C[C@@H](N([C@H](C2=CC=C1)C)C(CC1=C(C(=CC=C1)F)F)=O)CO[Si](C)(C)C(C)(C)C